racemic-2-(((3-butyl-3-ethyl-5-(4-fluorophenyl)-7-(methylthio)-1,1-dioxido-2,3,4,5-tetrahydro-1,5-benzothiazepin-8-yl)methyl)thio)acetic acid C(CCC)[C@]1(CS(C2=C(N(C1)C1=CC=C(C=C1)F)C=C(C(=C2)CSCC(=O)O)SC)(=O)=O)CC |r|